C(=O)C1=C(C=CC=C1)OS(=O)(=O)C=1N(COC1C)C 3,5-Dimethyloxazole-4-sulfonic acid-2-formylphenyl ester